(3R,6S,9aS)-1-((E)-3-(4-ethynylthiazol-2-yl)acryloyl)-8-((S)-1-(4-hydroxybutyl)pyrrolidin-3-yl)-3-isobutyl-6-neopentyltetrahydropyrazino[2,1-c][1,2,4]oxadiazine-4,7(3H,6H)-dione C(#C)C=1N=C(SC1)/C=C/C(=O)N1O[C@@H](C(N2[C@@H]1CN(C([C@@H]2CC(C)(C)C)=O)[C@@H]2CN(CC2)CCCCO)=O)CC(C)C